FC(O[C@@H]1C[C@H](N(C1)C(CNC(C1=CC(=CC=C1)OC1=CC=CC=C1)=O)=O)C(=O)O)F (2S,4R)-4-(difluoromethoxy)-1-[2-[(3-phenoxybenzoyl)amino]acetyl]pyrrolidine-2-carboxylic acid